Cl.Cl.N1C[C@H](CC1)N1CCCCC1 (S)-1-(pyrrolidin-3-yl)piperidine dihydrochloride